C(C)(C)(C)NS(=O)(=O)C=1SC(=C(C1C1=CC=C(C=C1)CN1C(=NC=C1)Cl)F)CC(C)C N-(tert-butyl)-3-(4-((2-chloro-1H-imidazol-1-yl)methyl)phenyl)-4-fluoro-5-isobutylthiophene-2-sulfonamide